C(C1=CC=CC=C1)N1C2C(C2C=CC1=O)(C(=O)OCC)C1=CC=C(C=C1)C(F)(F)F ethyl 2-benzyl-3-oxo-7-(4-trifluoromethylphenyl)-2-azabicyclo[4.1.0]hept-4-ene-7-carboxylate